diiodolmethanol [IH]1[IH]C(C=C1)CO